CN1C(C(=C(C2=CC(=C(C=C12)OC1COCC1)C)N1CCC(CC1)C=1OC2=C(N1)C=C(C=C2)C)C(=O)N)=O 1,6-dimethyl-4-[4-(5-methyl-1,3-benzoxazol-2-yl)piperidin-1-yl]-2-oxo-7-[(oxolane-3-yl)oxy]-1,2-dihydroquinoline-3-carboxamide